FC1(C(N(C2=CC=CC=C12)C)=O)CCCC#N 4-(3-fluoro-1-methyl-2-oxoindolin-3-yl)butanenitrile